4-(4-chloro-7-(pyridin-4-yl)-6,7-dihydro-5H-pyrrolo[2,3-d]pyrimidin-2-yl)morpholine ClC=1C2=C(N=C(N1)N1CCOCC1)N(CC2)C2=CC=NC=C2